N-[4-(pyridazin-3-yl)phenyl]-3-[6-(trifluoromethyl)-1H-benzo[d]imidazol-2-yl]aniline N1=NC(=CC=C1)C1=CC=C(C=C1)NC1=CC(=CC=C1)C1=NC2=C(N1)C=C(C=C2)C(F)(F)F